FC=1C=C2C(C(COC2=CC1F)C)CS(=O)(=O)N (6,7-difluoro-3-methylchroman-4-yl)methanesulfonamide